1-[3-(2-hydroxyethylamino)-5-methoxyphenyl]-3-(2-hydroxy-methylphenyl)urea OCCNC=1C=C(C=C(C1)OC)NC(=O)NC1=C(C(=CC=C1)C)O